N-(3,4-difluorophenyl)-2,6-diazaspiro[3.3]heptan-2-carbothioamide FC=1C=C(C=CC1F)NC(=S)N1CC2(C1)CNC2